N-(1-deoxy-1-fructosyl)glycine C([C@@H]1[C@H]([C@@H](C(O1)(CNCC(=O)O)O)O)O)O